(2-hydroxy-4-chlorobenzylamino)-4-(4-tert-butylaminopiperidin-1-yl)quinoline hydrochloride salt Cl.OC1=C(CNC2=NC3=CC=CC=C3C(=C2)N2CCC(CC2)NC(C)(C)C)C=CC(=C1)Cl